C[N+](CCCS(=O)(=O)O)(CCOC(C=C)=O)C N,N-dimethyl-N-acryloyloxyethyl-N-(3-sulfopropyl)-ammonium